ethyl 4,4,5,5,5-pentafluoro-3-oxopentanoate FC(C(CC(=O)OCC)=O)(C(F)(F)F)F